3-(4-cyanophenyl)-2H-benzothiadiazine-1,1-dioxid C(#N)C1=CC=C(C=C1)N1NS(C2=C(C1)C=CC=C2)(=O)=O